NCCOCCOCCC(C(=O)N)=C 2-(2-(2-(2-aminoethoxy)ethoxy)ethyl)acrylamide